4-(6-(4-(3-(dimethylamino)-2-(4-fluorophenyl)propanoyl)piperazin-1-yl)pyridin-3-yl)-6-ethoxypyrazolo[1,5-a]pyridine-3-carbonitrile CN(CC(C(=O)N1CCN(CC1)C1=CC=C(C=N1)C=1C=2N(C=C(C1)OCC)N=CC2C#N)C2=CC=C(C=C2)F)C